FCC1=C([C@@H](C2=C(N1)COC2=O)C2=C(C=CC=C2)C(F)(F)F)C(=O)OC Methyl (R)-2-(fluoromethyl)-5-oxo-4-(2-(trifluoromethyl) phenyl)-1,4,5,7-tetrahydrofurano[3,4-b]pyridine-3-carboxylate